C=1(C(=CC=CC1O)C(=O)[O-])C.[Mg+2].C=1(C(=CC=CC1O)C(=O)[O-])C magnesium cresolate